4-fluoro-N-[(1S,2S,3S,5R)-2,6,6-trimethylnorpinan-3-yl]-1H-pyrrolo[2,3-c]pyridine-2-carboxamide FC1=C2C(=CN=C1)NC(=C2)C(=O)N[C@@H]2[C@H]([C@H]1C([C@@H](C2)C1)(C)C)C